(S)-2-(tert-butoxy)-2-(7-(4-chlorophenyl)-2-(3-(3-ethyl-2-oxoimidazolidin-1-yl)-1-methyl-1H-indazol-5-yl)-5-methylbenzo[d]thiazol-6-yl)acetic acid C(C)(C)(C)O[C@H](C(=O)O)C1=C(C2=C(N=C(S2)C=2C=C3C(=NN(C3=CC2)C)N2C(N(CC2)CC)=O)C=C1C)C1=CC=C(C=C1)Cl